BrC1=CC(=CC=C1)C(C1(CC1)C)(F)F bromo-3-(difluoro(1-methylcyclopropyl)methyl)benzene